methyl 5-(3-iodo-4-methoxyphenyl)-1-((2-(trimethyl-silyl)ethoxy)methyl)-1H-imidazole-4-carboxylate IC=1C=C(C=CC1OC)C1=C(N=CN1COCC[Si](C)(C)C)C(=O)OC